bis-aminobis-trifluoromethylbenzyl-benzene NC=1C(=C(C(=C(C1)CC1=CC=CC=C1)C(F)(F)F)C(F)(F)F)N